1,1,1-trifluoro-N-{2-[(3S,4R)-4-hydroxy-3-(pyridin-4-ylmethyl)-3,4-dihydro-2H-chromen-7-yl]phenyl}methanesulfonamide FC(S(=O)(=O)NC1=C(C=CC=C1)C1=CC=C2[C@@H]([C@H](COC2=C1)CC1=CC=NC=C1)O)(F)F